tert-butyl 3-acetyl-1-(2-((2-(3-chloro-2-fluorophenylmethylamino)-2-oxoethyl) (isopropyl) amino)-2-oxoethyl)-1H-indazol-5-ylcarbamate C(C)(=O)C1=NN(C2=CC=C(C=C12)NC(OC(C)(C)C)=O)CC(=O)N(C(C)C)CC(=O)NCC1=C(C(=CC=C1)Cl)F